di-N-butylethylenediamine C(CCC)NCCNCCCC